CC(C#CC1=CC2=CN(N=C2C=C1C(=O)OC)C1OCCCC1)C methyl 5-(3-methylbut-1-ynyl)-2-tetrahydropyran-2-yl-indazole-6-carboxylate